FC(C1=C(CNC(OC(C)(C)C)=O)C=CC=C1)(F)F tert-butyl (2-(trifluoromethyl)benzyl)carbamate